2-Chloro-N-{2-[4-(difluoromethyl)-1,3-thiazol-5-yl]-2-{4-[({1-methyl-1H-pyrazolo[3,4-d]pyrimidin-4-yl}oxy)methyl]piperidin-1-yl}ethyl}-6-fluorobenzamid ClC1=C(C(=O)NCC(N2CCC(CC2)COC2=C3C(=NC=N2)N(N=C3)C)C3=C(N=CS3)C(F)F)C(=CC=C1)F